FC(C(=NO)C1=CC=C(C=C1)OCCOC1=CC=CC=C1)(F)F 2,2,2-trifluoro-1-[4-(phenyl-1,4-dioxa-but-1-yl)phenyl]ethanone oxime